BrC=1C=NC(=C(C1)C)C 3-bromo-5,6-dimethylpyridin